C(C)(C)(C)NC(=O)CNC(OCC1=CC=CC=C1)=O benzyl N-[(tert-butylcarbamoyl)methyl]carbamate